1-methylpiperidine-4-formamide CN1CCC(CC1)C(=O)N